6-(((6-chloropyridin-2-yl)oxy)methyl)nicotinonitrile ClC1=CC=CC(=N1)OCC1=NC=C(C#N)C=C1